benzyl (3S)-4-[2-[4-(dimethoxymethyl)-1-piperidyl]ethyl]-3-methyl-piperazine-1-carboxylate COC(C1CCN(CC1)CCN1[C@H](CN(CC1)C(=O)OCC1=CC=CC=C1)C)OC